3-(1'-(2-(methylsulfonyl)benzyl)-6-oxo-6,8-dihydro-2H,7H-spiro[furo[2,3-e]isoindole-3,4'-piperidin]-7-yl)piperidine-2,6-dione CS(=O)(=O)C1=C(CN2CCC3(CC2)COC2=C4CN(C(C4=CC=C23)=O)C2C(NC(CC2)=O)=O)C=CC=C1